(2R,4R)-4-tert-butoxy-1-(9H-fluoren-9-ylmethoxycarbonyl)pyrrolidine-2-carboxylic acid C(C)(C)(C)O[C@@H]1C[C@@H](N(C1)C(=O)OCC1C2=CC=CC=C2C=2C=CC=CC12)C(=O)O